1-Butyl-5-(diaminomethylene)-3-((5S,7s,10S)-1-(2-methoxyethyl)-3-methyl-2,4-dioxo-1,3-diazadispiro[4.1.57.15]tridecan-10-yl)pyrimidine-2,4,6(1H,3H,5H)-trione C(CCC)N1C(N(C(C(C1=O)=C(N)N)=O)C1CCC2(CC3(C(N(C(N3CCOC)=O)C)=O)C2)CC1)=O